CC(=CC=NO)C(C)C 3,4-dimethyl-2-pentene-1-aldoxime